(3S,6S,9S,12S,15S)-6-(aminomethyl)-12-butyl-9-cyclohexyl-16-hexyl-3-((S)-1-hydroxyethyl)-13,15-dimethyl-1,4,7,10,13,16-hexaazacyclooctadecane-2,5,8,11,14-pentaone NC[C@H]1C(N[C@H](C(NCCN([C@H](C(N([C@H](C(N[C@H](C(N1)=O)C1CCCCC1)=O)CCCC)C)=O)C)CCCCCC)=O)[C@H](C)O)=O